(R)-(4-Fluorophenyl)(1-iodo-8-methyl-3-(3-methyl-1,2,4-thiadiazol-5-yl)-5,6-diHydroimidazo[1,5-a]pyrazin-7(8H)-yl)methanone FC1=CC=C(C=C1)C(=O)N1[C@@H](C=2N(CC1)C(=NC2I)C2=NC(=NS2)C)C